4-{7-chloro-[1,2,4]triazolo[1,5-a]pyridin-5-yl}morpholine ClC1=CC=2N(C(=C1)N1CCOCC1)N=CN2